FC1=C(C(=CC=C1)[N+](=O)[O-])SC (2-Fluoro-6-nitrophenyl)(methyl)sulfane